triaminobenzoic acid NC1=C(C(=C(C(=O)O)C=C1)N)N